1-hydroxypyrrole ON1C=CC=C1